N-(5-((3-imino-3-morpholinopropyl)carbamoyl)-1-methyl-1H-pyrrol-3-yl)-1-methyl-1H-pyrrole-2-carboxamide N=C(CCNC(=O)C1=CC(=CN1C)NC(=O)C=1N(C=CC1)C)N1CCOCC1